FC=1C(=C(C=CC1F)C(=O)N1CC(C1)(O)CNCC=1OC(=NN1)C)NC1=C(C=C(C=C1)I)F 1-({3,4-difluoro-2-[(2-fluoro-4-iodophenyl)amino]phenyl}carbonyl)-3-({[(5-methyl-1,3,4-oxadiazol-2-yl)methyl]amino}methyl)azetidin-3-ol